tert-Butyl 7-allyl-2-[3-(2-allyloxyethoxy)-4-pyridyl]-3-(3-fluoro-2-methoxy-anilino)-4-oxo-6,7-dihydro-1H-pyrrolo[3,2-c]pyridine-5-carboxylate C(C=C)C1C2=C(C(N(C1)C(=O)OC(C)(C)C)=O)C(=C(N2)C2=C(C=NC=C2)OCCOCC=C)NC2=C(C(=CC=C2)F)OC